C(C1=CC=CC=C1)N1C(C=CC1=O)=O 1-benzyl-2,5-dihydro-1H-pyrrole-2,5-dione